5-(piperidin-1-yl)pentanamide N1(CCCCC1)CCCCC(=O)N